imidazolone (imidazolate) [N-]1C=NC=C1.N=1C(N=CC1)=O